C(C)C=1C(=C(C=CC1)O)CC.[Ca] calcium diethylphenol